tert-butyl 4-[3-(3-methyl-1-bicyclo[1.1.1]pentanyl)-3-oxo-propanoyl]piperazine-1-carboxylate CC12CC(C1)(C2)C(CC(=O)N2CCN(CC2)C(=O)OC(C)(C)C)=O